(2S)-piperazine-1,2-dicarboxylic acid 1-tert-butyl 2-methyl ester COC(=O)[C@H]1N(CCNC1)C(=O)OC(C)(C)C